6-fluoro-N-((3S,4S)-3-fluoro-1-(oxetan-3-yl-3-d)piperidin-4-yl)-5-(1-(2-fluoroethyl)-1H-benzo[d][1,2,3]triazol-6-yl)-4-methoxypyrrolo[2,1-f][1,2,4]triazin-2-amine FC=1C(=C2C(=NC(=NN2C1)N[C@@H]1[C@H](CN(CC1)C1(COC1)[2H])F)OC)C=1C=CC2=C(N(N=N2)CCF)C1